(9aR,10S)-10-((R)-(4-Fluorophenyl)(3-(trifluoromethyl)phenyl)methyl)-4-hydroxy-8,9,9a,10-tetrahydro-7H-pyrrolo[1',2':4,5]pyrazino[1,2-b]pyridazin-3,5-dion FC1=CC=C(C=C1)[C@@H]([C@H]1[C@@H]2N(C(C=3N1N=CC(C3O)=O)=O)CCC2)C2=CC(=CC=C2)C(F)(F)F